N(=N\C(=O)O)/C(=O)O (E)-diazene-1,2-dicarboxylic acid